ClC=1C=C(C(=O)NC2=C(N=NS2)C(=O)NC(C)(C)C2=CC(=CC=C2)Cl)C=CC1 5-(3-chlorobenzamido)-N-[2-(3-chlorophenyl)propan-2-yl]-1,2,3-thiadiazole-4-carboxamide